CC1=CC=C(C=C1)N1CCNCC1 1-(4-methylphenyl)piperazine